2-(2,6-dioxopiperidin-3-yl)-5-(4-((1-((1-(4-methyl-pentyl)-3-(4-(trifluoromethoxy)phenyl)-1H-indol-5-yl)methyl)piperidin-4-yl)methyl)piperazin-1-yl)isoindoline-1,3-dione O=C1NC(CCC1N1C(C2=CC=C(C=C2C1=O)N1CCN(CC1)CC1CCN(CC1)CC=1C=C2C(=CN(C2=CC1)CCCC(C)C)C1=CC=C(C=C1)OC(F)(F)F)=O)=O